BrC=1C=C2C=C(C(=NC2=CC1)OC)C(C(CCN(C)C)(O)C1=CC(=NC(=C1)OC)OC(C)C)C1=C(C(=CC=C1)OC)F 1-(6-Bromo-2-methoxyquinolin-3-yl)-4-(dimethylamino)-1-(2-fluoro-3-methoxyphenyl)-2-(2-isopropoxy-6-methoxypyridin-4-yl)butan-2-ol